ClC=1C=C2C=C(C(OC2=CC1)=O)C=1N=C(SC1)NN=CC1=NC=CC=C1 6-chloro-3-(2-(2-(pyridin-2-ylmethylene)hydrazino)thiazol-4-yl)-2H-chromen-2-one